Titanium Carbon tert-butyl N-[4-[3-(1,3-benzothiazol-4-ylamino)-4-oxo-1H,5H,6H,7H-pyrrolo[3,2-c]pyridin-2-yl]pyrimidin-2-yl]-N-(tert-butoxycarbonyl)carbamate S1C=NC2=C1C=CC=C2NC2=C(NC1=C2C(NCC1)=O)C1=NC(=NC=C1)N(C(OC(C)(C)C)=O)C(=O)OC(C)(C)C.[C].[Ti]